FC1=C(OC=2C(=C(C=NC2)B(O)O)C)C=CC(=C1)C [5-(2-fluoro-4-methyl-phenoxy)-4-methyl-3-pyridyl]boronic acid